4-thia-5-oxo-dodecane O=C(SCCC)CCCCCCC